(2-((2-(((6aR,8S)-2-methoxy-8-morpholino-6,6a,7,8,9,10-hexahydrobenzo[b]pyrido[1,2-d][1,4]oxazin-3-yl)amino)-7H-pyrrolo[2,3-d]pyrimidin-4-yl)amino)phenyl)dimethylphosphine oxide COC1=CC2=C(OC[C@@H]3N2CC[C@@H](C3)N3CCOCC3)C=C1NC=1N=C(C3=C(N1)NC=C3)NC3=C(C=CC=C3)P(C)(C)=O